(R)-1-(8-(3-methoxypyridin-4-yl)chroman-4-yl)-N-methylmethanamine dihydrochloride Cl.Cl.COC=1C=NC=CC1C=1C=CC=C2[C@@H](CCOC12)CNC